(R)-5-fluoro-N-(3-fluoro-4-((tetrahydrofuran-3-yl)oxy)phenyl)-6-(1H-tetrazol-5-yl)benzofuran-3-carboxamide FC=1C(=CC2=C(C(=CO2)C(=O)NC2=CC(=C(C=C2)O[C@H]2COCC2)F)C1)C1=NN=NN1